CC=1OC2=C(N1)C=CC(=C2)NC(=O)C=2C=C(C=CC2)N2N=C(C=1CCCC(C21)OC2=CC=C(C(=O)OC(C)(C)C)C=C2)C(F)(F)F tert-Butyl 4-[[1-[3-[(2-methyl-1,3-benzoxazol-6-yl)carbamoyl]phenyl]-3-(trifluoromethyl)-4,5,6,7-tetrahydroindazol-7-yl]oxy]benzoate